6-phenylnicotinonitrile C1(=CC=CC=C1)C1=NC=C(C#N)C=C1